N-(4-(2-(4-fluorophenyl)-5-methyl-4,5,6,7-tetrahydropyrazolo[1,5-a]pyrazin-3-yl)pyridin-2-yl)propionamide ethyl-trans-1,5-dioxaspiro[2.5]octane-6-carboxylate C(C)OC(=O)C1OCC2(CO2)CC1.FC1=CC=C(C=C1)C1=NN2C(CN(CC2)C)=C1C1=CC(=NC=C1)NC(CC)=O